C(C)C1(OC2=CC=C(C=C2C(C1)=O)C=1OC(=NN1)C=1C(=NC=CC1)C)CC 2,2-diethyl-6-(5-(2-methylpyridin-3-yl)-1,3,4-oxadiazol-2-yl)chroman-4-one